N-(4-methoxybenzyl)-N-p-toluenesulfonyl-benzamide COC1=CC=C(CN(C(C2=CC=CC=C2)=O)S(=O)(=O)C2=CC=C(C)C=C2)C=C1